8-[[2-(4-chloro-2,6-dimethylphenyl)acetyl]amino]-1,4-dioxaspiro[4.5]decane-8-carboxylic acid propyl ester C(CC)OC(=O)C1(CCC2(OCCO2)CC1)NC(CC1=C(C=C(C=C1C)Cl)C)=O